((2,3-dichlorophenyl) sulfanyl) pyrazine-2-carboxylate N1=C(C=NC=C1)C(=O)OSC1=C(C(=CC=C1)Cl)Cl